3-(3-methyl-2-oxo-5-(4-(piperidin-4-yl)piperazin-1-yl)-2,3-dihydro-1H-benzo[d]imidazol-1-yl)piperidine-2,6-dione CN1C(N(C2=C1C=C(C=C2)N2CCN(CC2)C2CCNCC2)C2C(NC(CC2)=O)=O)=O